CSC=1C=CC=2N(C3=CC=CC=C3C2C1)CC1=CC=C(CP(OCC)(OCC)=O)C=C1 diethyl (4-((3-(methylthio)-9H-carbazol-9-yl)methyl)benzyl)phosphonate